4-methyl-3-(trifluoromethyl)phenyl isothiocyanate CC1=C(C=C(C=C1)N=C=S)C(F)(F)F